rac-7-bromo-2-((1S*,2S*)-2-(3-chlorophenyl)cyclopropyl)quinolin BrC1=CC=C2C=CC(=NC2=C1)[C@@H]1[C@H](C1)C1=CC(=CC=C1)Cl |r|